C(CCCCCCC)(=O)OCCC(NC1=CC=C2C=NN(C2=C1)C=1C=C(C=CC1)C)=O 3-oxo-3-((1-(m-tolyl)-1H-indazol-6-yl)amino)propyl octanoate